N-hydroxy-1-methyl-2-oxo-N-(4-((4-(piperidin-1-yl)phenyl)amino)-2-(trifluoromethyl)benzyl)piperidine-4-carboxamide ON(C(=O)C1CC(N(CC1)C)=O)CC1=C(C=C(C=C1)NC1=CC=C(C=C1)N1CCCCC1)C(F)(F)F